NC=1N=C(C2=C(C=NN(C2=O)CC2=CC(=C(C=C2)CN2CCCC2)OC)N1)NCCCC 2-amino-4-(butylamino)-6-(3-methoxy-4-(pyrrolidin-1-ylmethyl)benzyl)pyrimido[4,5-d]pyridazin-5(6H)-one